OCCSC(CCOC)=O 3-methoxythiopropionic acid-S-(2-hydroxyethyl) ester